5-diazenyl-1,3,4-thiadiazole-2-thiol N(=N)C1=NN=C(S1)S